ClC=1C=C(COC=2C=CC(C3=C(COC32)C=O)=O)C=CC1 7-(3-chlorobenzyloxy)-4-oxo-4H-benzofuran-3-carbaldehyde